(rac)-3-(1-((2-(trimethylsilyl)ethoxy)methyl)-1H-pyrrolo[2,3-b]pyridin-5-yl)cyclopent-2-en-1-ol C[Si](CCOCN1C=CC=2C1=NC=C(C2)C2=C[C@@H](CC2)O)(C)C |r|